4-(2-(2-(3-(6-(allyloxy)-2,3-dichlorophenyl)-3,4-dihydro-2H-pyrrol-5-yl)hydrazino)-2-oxoethyl)piperidine-1-carboxylic acid tert-butyl ester C(C)(C)(C)OC(=O)N1CCC(CC1)CC(=O)NNC=1CC(CN1)C1=C(C(=CC=C1OCC=C)Cl)Cl